7-(8-fluoro-2-methylimidazo[1,2-a]pyridin-6-yl)-3-((2S,4R)-2-methylpiperidin-4-yl)quinazolin-4(3H)-one FC=1C=2N(C=C(C1)C1=CC=C3C(N(C=NC3=C1)[C@H]1C[C@@H](NCC1)C)=O)C=C(N2)C